COCC1CC(C1)(C1=NN=CN1C)C=1C=C(C=CC1)N1C(C2=CC(=CC(=C2C1)C(F)(F)F)CNC1(CCC1)C)=O 2-(3-((1s,3s)-3-(methoxymethyl)-1-(4-methyl-4H-1,2,4-triazol-3-yl)cyclobutyl)phenyl)-6-(((1-methylcyclobutyl)amino)methyl)-4-(trifluoromethyl)isoindolin-1-one